FC(C(=O)[O-])(F)F.FC(C(=O)[O-])(F)F.C1(=CC=CC=C1)P(C1=CC=CC=C1)C1=CC=CC=C1.C1(=CC=CC=C1)P(C1=CC=CC=C1)C1=CC=CC=C1.[Pd+2] palladium(II) bis(triphenylphosphine) bis(trifluoroacetate)